Cl.CC1(COC1)N 3-methyloxetan-3-amine HCl